N1=NN=C(C=C1)NF triazinyl-fluoramine